Cl.Cl.C(C)(C)(C)NC1CN(CC1)C=1N=NC(=CN1)C1=C(C=C(C=C1)C=1C(=NNC1)C)O 2-{3-[3-(tert-butylamino)pyrrolidin-1-yl]-1,2,4-triazin-6-yl}-5-(3-methyl-1H-pyrazol-4-yl)phenol dihydrochloride